bis[(4-fluorophenyl)methyl]trisulfide FC1=CC=C(C=C1)CSSSCC1=CC=C(C=C1)F